C(C)(C)(C)OC(=O)N[C@H](C(=O)N1[C@@H]([C@H]2C([C@H]2C1)(C)C)C(=O)NC(C(=O)OC)CN1C(CCC1)=O)C(C)(C)C methyl 2-((1R,2S,5S)-3-((S)-2-((tert-butoxycarbonyl)amino)-3,3-dimethylbutanoyl)-6,6-dimethyl-3-azabicyclo[3.1.0]hexane-2-carboxamido)-3-(2-oxopyrrolidin-1-yl)propanoate